Cl.N[C@H](CC1=C(C2=C(N=C(N=C2NCC=2OC=CC2)Cl)N1C)F)CC 6-[(2S)-2-aminobutyl]-2-chloro-5-fluoro-N-[(furan-2-yl)methyl]-7-methyl-7H-pyrrolo[2,3-d]pyrimidin-4-amine hydrochloride